6-(2-methoxyphenyl)-2-{[4-(4-methylpiperazin-1-yl)phenyl]amino}imidazo[1,2-a]pyrimido[5,4-e]pyrimidin-5(6H)-one COC1=C(C=CC=C1)N1C=2N(C3=C(C1=O)C=NC(=N3)NC3=CC=C(C=C3)N3CCN(CC3)C)C=CN2